C(C)C1=NC=C(C(=N1)C1CCN(CC1)CC(=O)N1CCOCCC1)C1=CC(=NO1)C 2-(4-(2-Ethyl-5-(3-methylisoxazol-5-yl)pyrimidin-4-yl)piperidin-1-yl)-1-(1,4-oxazepan-4-yl)ethanone